C(C)OC(C=C(C)I)=O 3-iodobut-2-enoic acid ethyl ester